CC(CC[C@@H](C(=O)OC)NC(=O)C=1C=NC(=CC1)OC1=CC(=CC=C1)OC1CCN(CC1)C(COC1CN(CC1)C(COCC#C)=O)=O)(C)C methyl (2S)-5,5-dimethyl-2-[[6-[3-[[1-[2-[1-(2-prop-2-ynoxyacetyl)pyrrolidin-3-yl]oxyacetyl]-4-piperidyl]oxy]phenoxy]pyridine-3-carbonyl]amino]hexanoate